C1([C@@H](O)[C@H](O)[C@H](O)[C@@H](O1)C)O[C@H]1[C@@H]([C@H](C(O)O[C@@H]1CO)NC(C)=O)O (fucopyranosyl-(1-4))-N-acetylglucosamine